C(#C)C=1C=C2CCN(C2=CC1)C(C)=O 1-(5-ethynylindolin-1-yl)ethan-1-one